N1C(=NC2=C1C=CC=C2)NC(CC(=O)NCC=C)C2=CC(=CC=C2)C(F)(F)F 3-[(1H-1,3-benzodiazol-2-yl)amino]-N-(prop-2-en-1-yl)-3-[3-(trifluoromethyl)phenyl]propanamide